ClC1=CC(=NC=C1)N1CCN(CC1)S(C=C)(=O)=O 1-(4-chloropyridin-2-yl)-4-[dioxo(vinyl)-λ6-sulfanyl]piperazine